N-methyl-4-((2-(oxetan-3-yl)-2,4-dihydro-chromeno[4,3-c]pyrazol-6-yl)amino)pyridazine-3-carboxamide CNC(=O)C=1N=NC=CC1NC1=CC=CC2=C1OCC=1C2=NN(C1)C1COC1